4-chloro-3-(4-cyano-6-trifluoromethyl-pyridin-3-yl)-N-methyl-N-{2-[2-(1H-tetrazol-5-yl)-ethoxy]-phenyl}-benzamide ClC1=C(C=C(C(=O)N(C2=C(C=CC=C2)OCCC2=NN=NN2)C)C=C1)C=1C=NC(=CC1C#N)C(F)(F)F